BrNC(=O)C(=O)N Bromooxamide